C(C)(C)(C)OC(=O)N1CC(C1)C1=CC=C(C=C1)N1N=C(N=C1)C1CC1 3-[4-(3-cyclopropyl-1,2,4-triazol-1-yl)phenyl]azetidine-1-carboxylic acid tert-butyl ester